4-(1-acryloylazetidin-3-yl)-N-(5-bromo-4-chloro-2-hydroxybenzyl)piperazine-1-carboxamide C(C=C)(=O)N1CC(C1)N1CCN(CC1)C(=O)NCC1=C(C=C(C(=C1)Br)Cl)O